BrC1=C(N=C2C(N(C=NN21)CC2(CCN(CC2)C(=O)OC(C)(C)C)O)=O)Cl tert-butyl 4-((7-bromo-6-chloro-4-oxoimidazo[2,1-f][1,2,4]triazin-3(4H)-yl) methyl)-4-hydroxypiperidine-1-carboxylate